(E)-4-(2-(but-2-en-1-yloxy)-6-(3-(m-tolyl)-1H-pyrazol-1-yl)pyrimidin-4-yl)morpholine C(\C=C\C)OC1=NC(=CC(=N1)N1CCOCC1)N1N=C(C=C1)C=1C=C(C=CC1)C